3-C-(hydroxymethyl)-D-erythrose OCC([C@H](C=O)O)(O)CO